(S)-6-(2,2-difluorocyclopropane-1-carboxamido)-4-((2,5-dimethyl-4,5-dihydro-[1,2,4]triazolo[1,5-a]quinoxalin-6-yl)amino)-N-(methyl-d3)pyridazine-3-carboxamide FC1([C@@H](C1)C(=O)NC1=CC(=C(N=N1)C(=O)NC([2H])([2H])[2H])NC1=C2N(CC=3N(C2=CC=C1)N=C(N3)C)C)F